N1(C=CC2=CC=CC=C12)O Indol-1-ol